4-benzyl-6-bromo-2H-benzo[b][1,4]thiazin-3(4H)-one C(C1=CC=CC=C1)N1C2=C(SCC1=O)C=CC(=C2)Br